(3-Bromo-1-ethyl-1H-1,2,4-triazol-5-yl)propan-2-ol BrC1=NN(C(=N1)CC(C)O)CC